N[C@@H](CN[C@@H](C(=O)N)CC(C)C)CC1=CC=CC=C1 (R)-2-((R)-2-amino-3-phenylpropylamino)-4-methylpentanamide